N1-benzyl-N1-(quinolin-8-yl)butane-1,4-diamine C(C1=CC=CC=C1)N(CCCCN)C=1C=CC=C2C=CC=NC12